C1=CC=CC=2OC=3C=CC=C4[N]C=5C=CC=CC5B(C34)C12 5-oxa-9λ2-aza-13b-boranaphtho[3,2,1-de]anthracene